CC/C=C\\C/C=C\\C/C=C\\C/C=C\\C/C=C\\CC/C=C/CC(=O)SCCNC(=O)CCNC(=O)[C@@H](C(C)(C)COP(=O)([O-])OP(=O)([O-])OC[C@@H]1[C@H]([C@H]([C@@H](O1)N2C=NC3=C(N=CN=C32)N)O)OP(=O)([O-])[O-])O The molecule is a trans-3-enoyl-CoA(4-) obtained by deprotonation of the phosphate and diphosphate OH groups of (3E,7Z,10Z,13Z,16Z,19Z)-docosahexaenoyl-CoA; major species at pH 7.3. It is a trans-3-enoyl-CoA(4-), a long-chain fatty acyl-CoA(4-) and a 4-saturated-trans-3-enoyl-CoA(4-). It is a conjugate base of a (3E,7Z,10Z,13Z,16Z,19Z)-docosahexaenoyl-CoA.